NC1=NC=NN2C1=C(C=C2C=2C=NC=1CCN(C(C1C2)=O)[C@@H]2CN(C[C@@H]2F)C([C@@](C(F)(F)F)(C)O)=O)C 3-(4-amino-5-methylpyrrolo[2,1-f][1,2,4]triazin-7-yl)-6-((3R,4S)-4-fluoro-1-((R)-3,3,3-trifluoro-2-hydroxy-2-methylpropionyl)pyrrolidin-3-yl)-7,8-dihydro-1,6-naphthyridin-5(6H)-one